(2R,3R,9aR)-3-hydroxy-2-(hydroxymethyl)-2,3,3a,9a-tetrahydro-6H-furano[2',3':4,5]oxazolo[3,2-a]pyrimidin-6-one O[C@@H]1[C@H](O[C@@H]2C1OC=1N2C=CC(N1)=O)CO